Cl[Zn]C1CCC1 chloro(cyclobutyl)zinc